N-(3-chloro-2-fluorophenylmethyl)-2-(4-methylpentan-2-ylamino)acetamide cis-benzyl-6-[7-(4-phenylcyclohexyl)thieno[2,3-d]pyridazin-4-yl]-3,4-dihydro-1H-isoquinoline-2-carboxylate C(C1=CC=CC=C1)OC(=O)N1CC2=CC=C(C=C2CC1)C1=C2C(=C(N=N1)[C@@H]1CC[C@@H](CC1)C1=CC=CC=C1)SC=C2.ClC=2C(=C(C=CC2)CNC(CNC(C)CC(C)C)=O)F